NC1=NOC(=C1)C(=O)O 3-AMINO-5-ISOXAZOLECARBOXYLIC ACID